sodium D-Pantothenate C(CCNC([C@@H](O)C(C)(C)CO)=O)(=O)[O-].[Na+]